hydroxy-6-oxo-5β-cholanic acid OC(C(=O)O)C[C@@H](C)[C@H]1CC[C@H]2[C@@H]3CC([C@@H]4CCCC[C@]4(C)[C@H]3CC[C@]12C)=O